2-(1-(1,6-dimethyl-1H-pyrazolo[3,4-d]pyrimidin-4-yl)azetidin-3-yl)-6-(pyridin-4-yl)pyridazin-3(2H)-one CN1N=CC=2C1=NC(=NC2N2CC(C2)N2N=C(C=CC2=O)C2=CC=NC=C2)C